(S*)-3-((5-(dimethylamino)pyrazolo[1,5-a]pyrimidin-6-yl)oxy)-2-methylbutan-2-ol CN(C1=NC=2N(C=C1O[C@H](C(C)(O)C)C)N=CC2)C |o1:9|